O=C1N(CCC(N1)=O)C1=NC=CC2=C1C=CN2C2CCN(CC2)CC2CCN(CC2)C2=CC=C(N=N2)C(=O)N 6-(4-((4-(4-(2,4-dioxotetrahydropyrimidin-1(2H)-yl)-1H-pyrrolo[3,2-c]pyridin-1-yl)piperidin-1-yl)methyl)piperidin-1-yl)pyridazine-3-carboxamide